trans-2-Hexanol CC(CCCC)O